C(C1=CC=CC=C1)NP(C1=CC(=CC=C1)[Si](CCCC)(CCCC)CCCC)C1=CC(=CC=C1)[Si](CCCC)(CCCC)CCCC N-benzyl-1,1-bis(3-(tributylsilyl)phenyl)phosphanamine